N-(4-(4-amino-2-butyl-1H-imidazo[4,5-C][1,5]naphthyridin-1-yl)butyl)-4-(2-aminoethyl)benzamide NC1=NC=2C=CC=NC2C2=C1N=C(N2CCCCNC(C2=CC=C(C=C2)CCN)=O)CCCC